BrCC(C(CCCOCC(C(=O)OC)(C)C)(C)C1=CC(=CC=C1)Br)=O methyl 3-((6-bromo-4-(3-bromophenyl)-4-methyl-5-oxohexyl)oxy)-2,2-dimethylpropanoate